P(=O)(OC1=C(C=CC(=C1)N1C(C(=C(C=C1)OCC)C(NC1=CC(=C(C=C1)OC1=C(C(=NC=C1)N)Cl)F)=O)=O)F)(O)O 5-(3-((4-((2-amino-3-chloropyridin-4-yl)oxy)-3-fluorophenyl)carbamoyl)-4-ethoxy-2-oxopyridin-1(2H)-yl)-2-fluorophenyl dihydrogen phosphate